(2S,11aR)-2-(Benzyloxy)-8-methyl-6-(pyrrolidin-1-yl)-2,3,11,11a-tetrahydro-1H,5H-benzo[f]pyrrolo[2,1-c][1,4]oxazepin-5-one C(C1=CC=CC=C1)O[C@H]1C[C@@H]2COC3=C(C(N2C1)=O)C(=CC(=C3)C)N3CCCC3